CC1=NC(=C(C(=O)O)C(=C1N)F)F methyl-5-amino-2,4-difluoronicotinic acid